4-(1-methyl-1H-imidazol-5-yl)-7-((5-(piperazin-1-yl)pyridin-2-yl)amino)isoindolin-1-one CN1C=NC=C1C1=C2CNC(C2=C(C=C1)NC1=NC=C(C=C1)N1CCNCC1)=O